oxazol-2-ylmethanamine O1C(=NC=C1)CN